C(CCCCCCCCCC=CCCCCCCCC)(=O)OCCCCCCCCCCCCCCCCCCCCCCCCC(=O)O 25-(eicos-11-enoyloxy)-pentacosanoic acid